C1(CCCCC1)COC1=C(C(=CC(=C1)O)O)C(=O)N1CC2=C(C=CC=C2CC1)N[C@@H]1COCC1 (S)-(2-(Cyclohexylmethoxy)-4,6-dihydroxyphenyl)(8-((tetrahydrofuran-3-yl)amino)-3,4-dihydroisoquinolin-2(1H)-yl)methanone